ethyl 2-(3-cyano-4-isobutoxy-phenyl)-4-methyl-thiazole-5-carboxylate C(#N)C=1C=C(C=CC1OCC(C)C)C=1SC(=C(N1)C)C(=O)OCC